(R)-2-(6,7-difluoro-1-oxoisoquinolin-2(1H)-yl)-N-(4-(1-methyl-1H-pyrazol-3-yl)phenyl)propenamide FC=1C=C2C=CN(C(C2=CC1F)=O)C(C(=O)NC1=CC=C(C=C1)C1=NN(C=C1)C)=C